(4H-thieno[2,3-c]chromen-4-yl)methanamine C1=CSC=2C(OC=3C=CC=CC3C21)CN